ClC=1C=C(C=C(C1)OCC=1N(C(=CN1)[N+](=O)[O-])C)N1C(N(C(C(=C1)C=1C(=NC=CC1)OC)=O)C=1C=NC=CC1)=O 1-(3-chloro-5-((1-methyl-5-nitro-1H-imidazol-2-yl)methoxy)phenyl)-5-(2-methoxypyridin-3-yl)-3-(pyridin-3-yl)pyrimidine-2,4-dione